FC(C(=O)O)(F)F.C1(CCCCC1)[C@H]1C[C@@H](N(C1)S(=O)(=O)N1CCOCC1)COC1=NC=CC(=C1)CN trans-(2-((4-Cyclohexyl-1-(morpholinosulfonyl)pyrrolidin-2-yl)methoxy)pyridin-4-yl)methanamine 2,2,2-trifluoroacetate